4,6-difluoro-2-methyl-indoline FC1=C2CC(NC2=CC(=C1)F)C